(1-(4-methoxybenzyl)-2-oxo-1,2-dihydrobenzo[cd]indol-6-yl)-5-trifluoromethyl-1H-pyrazole-4-carboxylic acid COC1=CC=C(CN2C(C3=C4C(C(=CC=C24)N2N=CC(=C2C(F)(F)F)C(=O)O)=CC=C3)=O)C=C1